[K].FC1=C(C(=C(C(=C1C(=O)NCB)OC)F)F)F trifluoro-[[(5-fluoro-2-methoxy-benzoyl)amino]methyl]borane potassium